C1(CC1)C=1C=C(C=2N(C1)C=C(N2)[C@@H](C)NS(=O)C(C)(C)C)N2C(N(CC2)C)=O N-((R)-1-(6-cyclopropyl-8-(3-methyl-2-oxoimidazolidin-1-yl)imidazo[1,2-a]pyridin-2-yl)ethyl)-2-methylpropane-2-sulfinamide